C(C)(C)(C)OC(=O)N[C@H](C(=O)N1C[C@@H]2[C@H]3[C@H]4[C@@H]([C@@H]([C@@H]2C1C(=O)O)C=C3)C4)C(C)(C)C (3aR,4R,4aR,5aS,6S,6aS)-2-((S)-2-((tert-butoxycarbonyl)amino)-3,3-dimethylbutanoyl)-1,2,3,3a,4,4a,5,5a,6,6a-decahydro-4,6-ethenocyclopropa[f]isoindole-1-carboxylic acid